4-methyl-4-pentenol CC(CCCO)=C